((5-bromopyridin-2-yl)methyl)(isopropyl)carbamic acid tert-butyl ester C(C)(C)(C)OC(N(C(C)C)CC1=NC=C(C=C1)Br)=O